C(C)(C)(C)C1=NN2C(NC=3C(=C2)CN(C3)C3COC3)=C1 2-tert-butyl-6-(oxetan-3-yl)-6,7-dihydro-4H-pyrazolo[1,5-a]pyrrolo[3,4-d]pyrimidine